N-(6-amino-5-ethyl-3-pyridyl)-2-[(2R,5S)-5-methyl-2-[2-(methylamino)-1,3-benzothiazol-5-yl]-1-piperidyl]-2-oxo-acetamide NC1=C(C=C(C=N1)NC(C(=O)N1[C@H](CC[C@@H](C1)C)C=1C=CC2=C(N=C(S2)NC)C1)=O)CC